3,5-dimethyl-2-[2-[1-methyl-3-piperidyl]imidazo[1,2-a]pyrimidin-7-yl]phenol CC=1C(=C(C=C(C1)C)O)C1=NC=2N(C=C1)C=C(N2)C2CN(CCC2)C